FC1=CC=C(C=C1)C(CC)(O)[2H] 1-(4-fluorophenyl)propan-1-d-1-ol